O=C1C(=NC=CN1)C(=O)OC methyl 3-oxo-3,4-dihydropyrazine-2-carboxylate